C(C)(C)(C)[Si](C)(C)OC(C(F)(F)F)(C(F)(F)F)C1=CC=C(C=C1)I tert-butyl-((1,1,1,3,3,3-hexafluoro-2-(4-iodophenyl)propan-2-yl)oxy)dimethylsilane